(±)-(1R,2R)-2-(((2-Methyl-6-(1-methyl-5-(((4-phenylpyrimidin-2-yl)amino)methyl)-1H-1,2,3-triazol-4-yl)pyridin-3-yl)oxy)methyl)cyclobutanecarboxylic acid CC1=NC(=CC=C1OC[C@H]1[C@@H](CC1)C(=O)O)C=1N=NN(C1CNC1=NC=CC(=N1)C1=CC=CC=C1)C |r|